C(C)(C)(C)OC(=O)N1C(CCCC1)COC=1C=CC(=C(C(=O)O)C1)C 5-((1-(tert-butoxycarbonyl)piperidin-2-yl)methoxy)-2-methylbenzoic acid